2-amino-4,4,6,6-tetramethyl-4,6-dihydrothieno[2,3-c]furan-3-carbonitrile NC1=C(C2=C(C(OC2(C)C)(C)C)S1)C#N